(4-((1,1-dioxidothiomorpholino)methyl)phenyl)benzamide O=S1(CCN(CC1)CC1=CC=C(C=C1)C1=C(C(=O)N)C=CC=C1)=O